5-[5-fluoro-6-(methylsulfanyl)pyridin-3-yl]phenol FC=1C=C(C=NC1SC)C=1C=CC=C(C1)O